[N-]=C=O.[N-]=C=O.COC1=C(C=2C3=CC=CC=C3C2C=C1)OC dimethoxybiphenylene diisocyanate